chloro-4-methyl-1,3-dioxacyclopentane ClC1OCC(O1)C